O1[C@H](CCC1)C[N-]C(=O)O N-R-tetrahydrofuranylmethylcarboxyamide